FC1(CC1)CN1[C@@H](C2=CC=C3C(=C2C[C@H]1C)C=NN3)C=3N=CC(=NC3)NC3CN(C3)CCCF 5-((6s,8r)-7-((1-fluorocyclopropyl)methyl)-8-methyl-6,7,8,9-tetrahydro-3H-pyrazolo[4,3-f]isoquinolin-6-yl)-N-(1-(3-fluoropropyl)azetidin-3-yl)pyrazin-2-amine